4-(3,4-diaminophenyl)pyrrolidin-2-one NICKEL [Ni].NC=1C=C(C=CC1N)C1CC(NC1)=O